(R)-7-(2-((Methoxy-d3)methyl)morpholino)-2-(2-(3-oxo-6,7-dihydro-3H-pyrrolo[2,1-c][1,2,4]triazol-2(5H)-yl)ethyl)-3-(2-(1,3,3-trimethyl-2-oxoindolin-6-yl)ethyl)quinazolin-4(3H)-one C(OC[C@@H]1OCCN(C1)C1=CC=C2C(N(C(=NC2=C1)CCN1N=C2N(C1=O)CCC2)CCC2=CC=C1C(C(N(C1=C2)C)=O)(C)C)=O)([2H])([2H])[2H]